O1C=C(C2=C1C=CC=C2)C[C@H](N)B2O[C@@]1([C@H](O2)C[C@H]2C([C@@H]1C2)(C)C)C (R)-2-(benzofuran-3-yl)-1-((3aS,4S,6S,7aR)-3a,5,5-trimethylhexahydro-4,6-methanobenzo[d][1,3,2]dioxaborol-2-yl)ethan-1-amine